8-(3,6-difluoroimidazo[1,2-a]pyridin-8-yl)-N-((5-fluoro-2,3-dihydrobenzofuran-4-yl)methyl)-[1,2,4]triazolo[4,3-c]pyrimidin-5-amine FC1=CN=C2N1C=C(C=C2C=2C=1N(C(=NC2)NCC2=C(C=CC3=C2CCO3)F)C=NN1)F